4-(3-Azidopropyl)piperidine N(=[N+]=[N-])CCCC1CCNCC1